4-Methyl-2-(methylsulfonyl)-6-((1-((2-(trimethylsilyl)ethoxy)methyl)-1H-indazol-4-yl)methyl)-4H-thiazolo[5',4':4,5]pyrrolo[2,3-d]pyridazin-5(6H)-one barium-platinum [Pt].[Ba].CN1C2=C(C3=C1C(N(N=C3)CC3=C1C=NN(C1=CC=C3)COCC[Si](C)(C)C)=O)SC(=N2)S(=O)(=O)C